Tert-butyl (3S,4S)-4-(azetidin-3-ylmethoxy)-3-fluoro-piperidine-1-carboxylate N1CC(C1)CO[C@@H]1[C@H](CN(CC1)C(=O)OC(C)(C)C)F